5-chloro-2-(6-ethyl-3,3a,4,5,7,7a-hexahydro-2H-pyrrolo[2,3-c]pyridin-1-yl)oxazolo[4,5-b]pyridine ClC1=CC=C2C(=N1)N=C(O2)N2CCC1C2CN(CC1)CC